Cl.FC1=CC(=CC2=C1N=C(S2)C2CCNCC2)C=2C=C(C=1N(N2)C=C(N1)C)CC(=O)O {6-[4-fluoro-2-(piperidin-4-yl)-1,3-benzothiazol-6-yl]-2-methylimidazo[1,2-b]pyridazin-8-yl}acetic acid hydrochloride